N-(1-(6,7-difluoro-4-oxo-3,4-dihydrophthalazin-1-yl)ethyl)-3,4-difluoro-N-methylbenzamide FC=1C=C2C(NN=C(C2=CC1F)C(C)N(C(C1=CC(=C(C=C1)F)F)=O)C)=O